indolizin-1(2H)-one C1(CCN2CC=CC=C12)=O